NC1=NC=C(C2=C1C(=NN2C(C)C)C2=NOC(=C2N2C(CCC2)=O)C2CC2)Cl 1-(3-(4-amino-7-chloro-1-isopropyl-1H-pyrazolo[4,3-c]pyridin-3-yl)-5-cyclopropylisoxazol-4-yl)pyrrolidin-2-one